OC1=CC=C(C=C1)/C(=C(\CC)/C1=CC=CC=C1)/C1=CC=C(OCCN2CCN(CC2)CCNC=2C=CC=C3C(N(C(=NC23)C)C2C(NC(CC2)=O)=O)=O)C=C1 (Z)-3-(8-((2-(4-(2-(4-(1-(4-hydroxyphenyl)-2-phenylbut-1-en-1-yl)phenoxy)ethyl)piperazin-1-yl)ethyl)amino)-2-methyl-4-oxoquinazolin-3(4H)-yl)piperidine-2,6-dione